C(CCCCCCCCCCCCCCC(C)C)(=O)O.C(O)C(CC)(CO)CO trimethylolpropane monoisostearate